FC=1C=C(C=CC1C(F)(F)F)/C=C/C1CN(C1)C(C=C)=O 1-{3-[(E)-2-[3-fluoro-4-(trifluoromethyl)phenyl]vinyl]azetidin-1-yl}prop-2-en-1-one